(R)-4-(2-((2-(6-(1-Methyl-1H-pyrazol-4-yl)-3,4-dihydroquinolin-1(2H)-yl)-2-oxo-1-phenylethyl)amino)ethyl)benzonitrile CN1N=CC(=C1)C=1C=C2CCCN(C2=CC1)C([C@@H](C1=CC=CC=C1)NCCC1=CC=C(C#N)C=C1)=O